C(=O)(OCC1C2=CC=CC=C2C2=CC=CC=C12)N[C@H](CO)C(=O)O Fmoc-D-serine